N-(3-azidopropyl)-4-[(Z)-[4-(3-azidopropylamino)-1-cyano-1-methyl-4-oxo-butyl]azo]-4-cyano-pentanamide N(=[N+]=[N-])CCCNC(CCC(C)(C#N)\N=N/C(CCC(=O)NCCCN=[N+]=[N-])(C)C#N)=O